NC(C(=O)C1=CC(=CN1)NC(=O)[C@@H]1O[C@]([C@H]([C@H]1C1=C(C(=C(C=C1)F)F)OC)C)(C(F)(F)F)C)=O (2R,3S,4S,5R)-N-(5-(2-Amino-2-oxoacetyl)-1H-pyrrol-3-yl)-3-(3,4-difluoro-2-methoxyphenyl)-4,5-dimethyl-5-(trifluoromethyl)tetrahydrofuran-2-carboxamide